(2S)-4-[[2,5-dimethyl-3-[[5-[(3S)-5-oxopyrrolidin-3-yl]-1,3,4-oxadiazol-2-yl]amino]phenyl]methyl]-2-methyl-piperazine-1-carboxylic acid isopropyl ester C(C)(C)OC(=O)N1[C@H](CN(CC1)CC1=C(C(=CC(=C1)C)NC=1OC(=NN1)[C@@H]1CNC(C1)=O)C)C